FC1=CC=C(C=C1)C1(CC(C1)O)NC(=O)C1C2COC3=C(C21)C=CC=C3 exo-N-[1-(4-fluorophenyl)-3-hydroxycyclobutyl]-1,1a,2,7b-tetrahydrocyclopropa[c][1]benzopyran-1-carboxamide